hexdecyl ether C(CCCCCCCCCCCCCCC)OCCCCCCCCCCCCCCCC